FC1=CC2=C(C(=NO2)C2CCN(CC2)CCCOC=2C=C3CCC(N4C3=C(C2)CC4)=O)C=C1 8-(3-(4-(6-Fluorobenzo[d]isoxazol-3-yl)piperidin-1-yl)propoxy)-5,6-dihydro-1H-pyrrolo[3,2,1-ij]quinolin-4(2H)-one